4-[(2-bromophenyl)amino]-2-{[6-methoxy-2-(oxan-4-yl)-1,2,3,4-tetrahydroisoquinolin-7-yl]amino}pyrimidine-5-carboxamide BrC1=C(C=CC=C1)NC1=NC(=NC=C1C(=O)N)NC1=C(C=C2CCN(CC2=C1)C1CCOCC1)OC